Ethyl[3-[2-chloro-4-fluoro-5-(1-methyl-6-trifluoromethyl-2,4-dioxo-1,2,3,4-tetrahydropyrimidine-3-yl)phenoxy]-2-pyridyloxy]acetate C(C)OC(COC1=NC=CC=C1OC1=C(C=C(C(=C1)N1C(N(C(=CC1=O)C(F)(F)F)C)=O)F)Cl)=O